didodecyl-ethane-1,2-diamine C(CCCCCCCCCCC)C(C(N)CCCCCCCCCCCC)N